4-[5-(3-Methylphenyl)-1,3,4-oxadiazol-2-yl]piperidine CC=1C=C(C=CC1)C1=NN=C(O1)C1CCNCC1